2-(5-bromo-1-((2-(trimethylsilyl)ethoxy)methyl)-1H-pyrrolo[2,3-b]pyridin-3-yl)-N,N-dimethyloxazole-4-carboxamide BrC=1C=C2C(=NC1)N(C=C2C=2OC=C(N2)C(=O)N(C)C)COCC[Si](C)(C)C